FC1(CN(CCC1C1=CC=CC=2N(C(N(C21)C)=O)C2C(N(C(CC2)=O)CC2=CC=C(C=C2)OC)=O)C(=O)OC(C)(C)C)F Tert-butyl 3,3-difluoro-4-[1-[1-[(4-methoxyphenyl)methyl]-2,6-dioxo-3-piperidyl]-3-methyl-2-oxo-benzimidazol-4-yl]piperidine-1-carboxylate